gold-rhodium-ruthenium [Ru].[Rh].[Au]